8-(tert-butyl) 9-methyl (6S,9S)-5-oxo-4,8-diazadispiro[2.2.46.23]dodecane-8,9-dicarboxylate O=C1NC2(CC2)CC[C@]12CN([C@@H](C2)C(=O)OC)C(=O)OC(C)(C)C